BrC=1C(=C(C=CC1)NC(C(C(=O)O)F)=O)F 3-((3-bromo-2-fluorophenyl)amino)-2-fluoro-3-oxopropanoic acid